Cl.F\C(=C/CN)\CN1C(=NC2=C1C=CC=C2C2=CC=C(C=C2)S(=O)(=O)N2CCOCC2)C(C)C (Z)-3-fluoro-4-(2-isopropyl-4-(4-(morpholinosulfonyl)phenyl)-1H-benzo[d]imidazol-1-yl)but-2-en-1-amine hydrochloride